CC=1C=C(C=C(C1B1OC(C(O1)(C)C)(C)C)C)NC(C(=C)C)=O N-[3,5-dimethyl-4-(4,4,5,5-tetramethyl-1,3,2-dioxaborolan-2-yl)phenyl]-2-methylprop-2-enamide